N-(2-methylbenzyl)-2-phenylacetamide CC1=C(CNC(CC2=CC=CC=C2)=O)C=CC=C1